C(C)(C)(C)N(C(O)=O)CC1=CC=2C(C=N1)=CN(N2)C2=NC(=CC=C2)Cl.C2CCC1C3C(CC(C21)C3)=C(C=O)CC octahydro-4,7-methano-5H-inden-5-ylidenebutanal tert-Butyl-((2-(6-chloropyridin-2-yl)-2H-pyrazolo[4,3-c]pyridin-6-yl)methyl)carbamate